FC(=C1CCC(CC1)NC1=CC2=C(C(CO2)CC(C)(S(=O)NC)C)C=C1C(F)(F)F)F (6-((4-(difluoromethylene)cyclohexyl)amino)-5-(trifluoromethyl)-2,3-dihydrobenzofuran-3-yl)-N,2-dimethylpropane-2-sulfinamide